COC1=CC=C2N=C3CCCCC3=CC2=C1 7-Methoxy-1,2,3,4-tetrahydroacridin